7,7'-bis(4-(4-propyl-cyclohexyl)phenyl)-[1,1'-binaphthyl] C(CC)C1CCC(CC1)C1=CC=C(C=C1)C1=CC=C2C=CC=C(C2=C1)C1=CC=CC2=CC=C(C=C12)C1=CC=C(C=C1)C1CCC(CC1)CCC